(1S,4S)-N-(3-(4-chlorobenzoylamino)phenyl)-5-(pyrimidin-2-yl)-2,5-diazabicyclo[2.2.1]heptane-2-carboxamide ClC1=CC=C(C(=O)NC=2C=C(C=CC2)NC(=O)N2[C@@H]3CN([C@H](C2)C3)C3=NC=CC=N3)C=C1